bis-tetrahydrofurfuryl sulfite S(=O)(OCC1CCCO1)OCC1CCCO1